BrC1=NN(C2=CC=CC=C12)S(=O)(=O)C1=CC=C(C)C=C1 3-bromo-1-tosyl-1H-indazole